4,4,5,5-tetramethyl-2-(3-methylsulfonylphenyl)-1,3,2-dioxaborolane CC1(OB(OC1(C)C)C1=CC(=CC=C1)S(=O)(=O)C)C